N-{2-[(3R,4S)-3-fluoro-4-methoxypiperidin-1-yl]pyrimidin-4-yl}-8-[(2R,3S)-3-(methanesulfonyl-methyl)-2-methylazetidin-1-yl]isoquinolin-3-amine F[C@@H]1CN(CC[C@@H]1OC)C1=NC=CC(=N1)NC=1N=CC2=C(C=CC=C2C1)N1[C@@H]([C@H](C1)CS(=O)(=O)C)C